BrC=1C(=C(C(=C(C1)C)Br)Br)Br tetrabromophenyl-methane